C(CCC)OC1=C(C=NC=C1)NC(\C=C\C1=CC=C(C=C1)OC)=O (E)-N-(4-butoxypyridin-3-yl)-3-(4-methoxyphenyl)acrylamide